FC=1C=C(C=CC1)C(CNC=O)([2H])[2H] N-(2-(3-fluorophenyl)ethyl-2,2-d2)carboxamide